CN1C(C(=C(C=C1)C)C)=O 1,3,4-trimethyl-pyridin-2-one